[O].[Ti].[V] vanadium-titanium oxygen